C1(CC1)C1=NC=NC(=C1C=1N=CC2=C(N1)N(C(C(=C2)CN(C)C)=O)CC2=CC=C(C=C2)C=2N(C=C(N2)C(F)(F)F)C)OC 2-(4-cyclopropyl-6-methoxypyrimidin-5-yl)-6-[(dimethylamino)methyl]-8-({4-[1-methyl-4-(trifluoromethyl)imidazol-2-yl]phenyl}methyl)pyrido[2,3-d]pyrimidin-7-one